6-(2-(methylsulfonyl)pyrimidin-5-yl)-5-hexyneamide CS(=O)(=O)C1=NC=C(C=N1)C#CCCCC(=O)N